C(#N)[C@@H](C[C@@H]1C(NCCC1)=O)NC(=O)[C@@H]1N(C[C@@H]2[C@H]1CC(C2)(F)F)C(=O)C=2NC1=CC=CC(=C1C2)F (1R,3aS,6aR)-N-((R)-1-cyano-2-((R)-2-oxopiperidin-3-yl)ethyl)-5,5-difluoro-2-(4-fluoro-1H-indole-2-carbonyl)octahydrocyclopenta[c]pyrrole-1-carboxamide